(2R,4R)-6-chloro-7-fluoro-4-hydroxy-N-{3-[4-(4,4,4-trifluorobutyl)-1H-pyrazol-1-yl]bicyclo[1.1.1]pentan-1-yl}-3,4-dihydro-2H-1-benzopyran-2-carboxamide ClC=1C(=CC2=C([C@@H](C[C@@H](O2)C(=O)NC23CC(C2)(C3)N3N=CC(=C3)CCCC(F)(F)F)O)C1)F